C(C)(C)(C)OC(=O)N1CCC(CC1)(C(=O)O)NC(\C=C/C(=O)O)=O (Z)-1-(tert-Butoxycarbonyl)-4-(3-carboxyacrylamido)-piperidine-4-carboxylic acid